2-(4-methoxyphenyl)-3-oxoisoindoline-1-carboxylic acid COC1=CC=C(C=C1)N1C(C2=CC=CC=C2C1=O)C(=O)O